Dibenzyl 2-(((benzyloxy)(3-(chloromethoxy)-3-oxopropyl)phosphoryl)methyl)pentanedioate C(C1=CC=CC=C1)OP(=O)(CCC(=O)OCCl)CC(C(=O)OCC1=CC=CC=C1)CCC(=O)OCC1=CC=CC=C1